[(3R,9aS)-3-Hydroxy-3-[4-(trifluoromethyl)phenyl]-1,4,6,7,9,9a-hexahydropyrazino[2,1-c][1,4]oxazin-8-yl]-(2-chloro-3-methoxyphenyl)methanon O[C@]1(CN2[C@H](CO1)CN(CC2)C(=O)C2=C(C(=CC=C2)OC)Cl)C2=CC=C(C=C2)C(F)(F)F